(2R,3R,4R,5S)-1-(2-(2,3-dihydrobenzo[b][1,4]dioxin-6-yl)ethyl)-2-methylpiperidine-3,4,5-triol O1C2=C(OCC1)C=C(C=C2)CCN2[C@@H]([C@H]([C@@H]([C@H](C2)O)O)O)C